CC1(CN(CC1)CCNC(=O)C=1C=CC(=NC1)C)C 5-((2-(3,3-dimethylpyrrolidin-1-yl)ethyl)carbamoyl)-2-methylpyridin